BrC1=CC(=NC=C1)N1CCC(CC1)CN1CCN(CC1)C(=O)OC(C)(C)C tert-butyl 4-[[1-(4-bromo-2-pyridyl)-4-piperidyl]methyl]piperazine-1-carboxylate